C1(CC1)C=1C=C(CN2C[C@H](N[C@H](C2)C)C)C=C(C1)[N+](=O)[O-] (3R,5S)-1-(3-cyclopropyl-5-nitrobenzyl)-3,5-dimethylpiperazine